(S)-4-amino-3-iodo-1-(pyrrolidin-3-yl)-1,6-dihydro-7H-pyrrolo[2,3-d]pyridazine NC=1C2=C(CNN1)N(C=C2I)[C@@H]2CNCC2